C(=O)(OCC1C2=CC=CC=C2C2=CC=CC=C12)N[C@@](C)(C(=O)O)C=1NC2=CC=CC=C2C1 Fmoc-2-indolylalanine